O1C(CC2=C1C=CC=C2)=O (3H)-benzofuranone